C1(=CC=CC=C1)N1C[C@@H](CC1)N (R)-1-phenylpyrrolidin-3-amine